C(C1=CC=CC=C1)OC(=O)N1C[C@@H]2[C@H](C1)CC(C2)C(=O)O (3aR,5s,6aS)-2-((benzyloxy)carbonyl)octahydrocyclopenta[c]pyrrole-5-carboxylic acid